C(C1=CC=CC=C1)N[C@@H](CCSC)C(=O)O benzyl-L-methionine